CC1(C(C1)CCCCCC1C(C1)C(=O)O)C 2-(5-(2,2-dimethylcyclopropyl)pentyl)cyclopropanecarboxylic acid